N-(3,4,5-trifluorobenzyl)carbamimidothioic acid FC=1C=C(CNC(=N)S)C=C(C1F)F